3-(5-bromopyridin-3-yl)-6-(2-chloro-4-fluoro-5-methoxyphenyl)thieno[3,2-d]pyrimidine-2,4(1h,3h)-dione BrC=1C=C(C=NC1)N1C(NC2=C(C1=O)SC(=C2)C2=C(C=C(C(=C2)OC)F)Cl)=O